CC=1C=CC2=C(N=CS2)C1 5-methyl-benzothiazol